(2-chlorophenyl)malonamide ClC1=C(C=CC=C1)C(C(=O)N)C(=O)N